FC1=C(C=C(C=C1)C1=CC(=CC=C1)OC)[C@H](CC(=O)O)NC(=O)NC=1C(N(C=CC1O)C)=O (S)-3-(4-fluoro-3'-methoxybiphenyl-3-yl)-3-(3-(4-hydroxy-1-methyl-2-oxo-1,2-dihydropyridin-3-yl)ureido)propionic acid